CC1([C@H]2CC(C([C@@H]1C2)=O)C(=O)OC)C methyl (1R,5R)-6,6-dimethyl-2-oxo-norpinane-3-carboxylate